5-[4-[[(2R)-azetidin-2-yl]methoxy]-2-methyl-pyrazol-3-yl]-N-(5,6-dimethylpyridazin-3-yl)pyrazolo[1,5-a]pyridin-2-amine N1[C@H](CC1)COC1=C(N(N=C1)C)C1=CC=2N(C=C1)N=C(C2)NC=2N=NC(=C(C2)C)C